BrC1=CC=C(C=C1)C[C@@H]1CCC(N1CC=1N=CSC1)=O (5S)-5-[(4-bromophenyl)methyl]-1-(thiazol-4-ylmethyl)pyrrolidin-2-one